5-((3-chlorophenyl)sulfonyl)-5H-pyrido[3'',4'':4',5']pyrrolo[3',2':4,5]imidazo[1,2-c]pyrimidine ClC=1C=C(C=CC1)S(=O)(=O)N1C2=C(C=3N=C4N(C=NC=C4)C31)C=NC=C2